C(C)(C)(C)C1N(CCN(C1)C1=CC=C(C=C1)NC1C(NC(CC1)=O)=O)C(=O)O.C(=O)(OC(C)(C)C)N1C(CCCC1=O)=O N-BOC-Glutarimide 2-tert-Butyl-4-(4-((2,6-dioxopiperidin-3-yl)amino)phenyl)piperazine-1-carboxylate